tert-butyl (S)-4-(2-((((9H-fluoren-9-yl)methoxy)carbonyl)amino)-3-(benzyloxy)-3-oxopropyl)-2,6-difluorobenzoate C1=CC=CC=2C3=CC=CC=C3C(C12)COC(=O)N[C@@H](CC1=CC(=C(C(=O)OC(C)(C)C)C(=C1)F)F)C(=O)OCC1=CC=CC=C1